BrCCCCCCCCCCCCCCCCCC(F)(F)F 18-bromo-1,1,1-trifluoro-octadecane